4,5,6-triaminopyridine NC1=CC=NC(=C1N)N